imino(4-((8-methoxy-1,5-naphthyridin-4-yl)oxy)phenyl)(methyl)-λ6-sulfanone N=S(=O)(C)C1=CC=C(C=C1)OC1=CC=NC2=C(C=CN=C12)OC